C(#N)C1=C(C=CC=C1)SC=1C=2N(C=C(C1)C=1C=NN(C1)C(F)(F)F)N=CC2C#N 4-((2-cyanophenyl)thio)-6-(1-(trifluoromethyl)-1H-pyrazol-4-yl)pyrazolo[1,5-a]pyridine-3-carbonitrile